pyran-4(3H)-one O1CCC(C=C1)=O